O=C1C=C2N(CC3N(C4C(CN3)CCC4)C2=O)C=C1C(=O)N 10,12-dioxo-2,3,3a,4,5,5a,6,10,12,13a-decahydro-1H-cyclopenta[e]pyrido[1',2':4,5]pyrazino[1,2-a]pyrimidine-9-carboxamide